BrC=1C2=C(C(=NC1)N)C(=NN2[C@@H]2CNCC2)C#CC2=CC(=CC(=C2)OC)OC (S)-7-bromo-3-((3,5-dimethoxyphenyl)ethynyl)-1-(pyrrolidin-3-yl)-1H-pyrazolo[4,3-c]pyridine-4-amine